CC1=CC(=NC=C1OC1=CC(=C2C(=N1)N(C=N2)C)NC=2N=NC(=CC2)N2C[C@H](OCC2)C)C#N 4-methyl-5-[3-methyl-7-[[6-[(2R)-2-methylmorpholin-4-yl]pyridazin-3-yl]amino]imidazo[4,5-b]pyridin-5-yl]oxypyridine-2-carbonitrile